ClC=1C=C(C=NC1OC)B(O)O (5-chloro-6-methoxypyridin-3-yl)boronic acid